1-methyl-2-oxo-5-(tributylstannyl)-1,2-dihydropyridine-4-carboxylic acid methyl ester COC(=O)C1=CC(N(C=C1[Sn](CCCC)(CCCC)CCCC)C)=O